COC([C@@H](N)CC1=CC(=CC=C1)OCC)=O 3-ethoxyphenylalanine methyl ester